methyl (Z)-4-chloro-4-oxobut-2-enoate ClC(\C=C/C(=O)OC)=O